CN1C(N(C2=C1C=C(C=C2)N2CCC(CC2)N2CCNCC2)N2C(CCCC2=O)=O)=O (3-methyl-2-oxo-5-(4-(piperazin-1-yl)piperidin-1-yl)-2,3-dihydro-1H-benzo[d]imidazol-1-yl)piperidine-2,6-dione